3-[[4-[(2R)-2-(Cyclobutylamino)-4-methyl-pentoxy]-6-(2,6-dimethylphenyl)pyrimidin-2-yl]sulfamoyl]benzoic acid C1(CCC1)N[C@@H](COC1=NC(=NC(=C1)C1=C(C=CC=C1C)C)NS(=O)(=O)C=1C=C(C(=O)O)C=CC1)CC(C)C